5-amino-2-(3-aminoprop-1-yn-1-yl)benzoic acid methyl ester hydrochloride Cl.COC(C1=C(C=CC(=C1)N)C#CCN)=O